4-(2-Chloro-6-((1-(methoxycarbonyl)-1,2,3,4-tetrahydronaphthalen-1-yl)methyl)-5-nitropyrimidine-4-yl)-2-(cyanomethyl)piperazine-1-carboxylic acid tert-butyl ester C(C)(C)(C)OC(=O)N1C(CN(CC1)C1=NC(=NC(=C1[N+](=O)[O-])CC1(CCCC2=CC=CC=C12)C(=O)OC)Cl)CC#N